chloro(diisopropylamino)-(1,1-dimethyl-2-cyanoethoxycarbonylmethyl)phosphine ClP(CC(=O)OC(CC#N)(C)C)N(C(C)C)C(C)C